5-(2-bromo-5-(dimethylamino)phenyl)-2-(((2-(4-(2-hydroxyethyl)piperazin-1-yl)ethyl)amino)methylene)cyclohexane BrC1=C(C=C(C=C1)N(C)C)C1CCC(CC1)=CNCCN1CCN(CC1)CCO